COC(=O)C1=CC=2N(C=CC2S1)CC1=CN=CN1CC 4-((1-ethyl-1H-imidazol-5-yl)methyl)-4H-thieno[3,2-b]Pyrrole-2-carboxylic acid methyl ester